C(C)(=O)C1=C(O[C@H](CCC(=O)[O-])CF)C=C(C(=C1)Br)F (R)-2-(2-acetyl-4-bromo-5-fluorophenoxy)-3-fluoropropylacetate